C(CC)O[SiH3] propyl-oxysilane